Racemic-trans-1-(5-methyl-2-(2-(trifluoromethyl)cyclopropyl)phenoxy)cyclopropane-1-carboxylic acid CC=1C=CC(=C(OC2(CC2)C(=O)O)C1)[C@H]1[C@@H](C1)C(F)(F)F |r|